methano-1H-3-benzazepine C12C(=NC=CC3=C1C=CC=C3)C2